C(CCCCCCCCCCC)(=O)OCC(O)CO glyceryl laurat